ethyl 2-[(6-chloro-5-methylpyridazin-3-yl)(ethyl)amino]-1,3-thiazole-4-carboxylate ClC1=C(C=C(N=N1)N(C=1SC=C(N1)C(=O)OCC)CC)C